4-(2-((1R,2R)-2-hydroxycyclohexylamino)benzothiazol-6-yloxy)-N-methylpyridinecarboxamide O[C@H]1[C@@H](CCCC1)NC=1SC2=C(N1)C=CC(=C2)OC2=CC(=NC=C2)C(=O)NC